COC1=NC(=CC=C1N)N1CCN(CC1)C 2-methoxy-6-(4-methylpiperazin-1-yl)pyridin-3-amine